6-prop-2-enylpyrazin-2-amine C(C=C)C1=CN=CC(=N1)N